4-Amino-1-(4-aminophenyl)-2-oxo-7-methyl-1,2-dihydroquinoline-3-carboxylic acid methyl ester COC(=O)C=1C(N(C2=CC(=CC=C2C1N)C)C1=CC=C(C=C1)N)=O